3-methyl-2-({(3R,6R)-6-methyl-1-[(4-phenylisothiazol-3-yl)carbonyl]piperidin-3-yl}oxy)pyridine-4-carbonitrile CC=1C(=NC=CC1C#N)O[C@H]1CN([C@@H](CC1)C)C(=O)C1=NSC=C1C1=CC=CC=C1